(S)-3-methyl-4-oxo-piperidine-1-carboxylic acid tert-butyl ester C(C)(C)(C)OC(=O)N1C[C@@H](C(CC1)=O)C